lignoceryl cerotate C(CCCCCCCCCCCCCCCCCCCCCCCCC)(=O)OCCCCCCCCCCCCCCCCCCCCCCCC